1-N-tetracosyl-2-piperidone C(CCCCCCCCCCCCCCCCCCCCCCC)N1C(CCCC1)=O